4-((4-(anthracen-9-yloxy)butoxy)methyl)benzoic acid C1=CC=CC2=CC3=CC=CC=C3C(=C12)OCCCCOCC1=CC=C(C(=O)O)C=C1